(4-((6-chloro-7-fluoro-1H-indol-3-yl)methylene)-2,5-dioxoimidazolidin-1-yl)-2,3-difluorobenzonitrile ClC1=CC=C2C(=CNC2=C1F)C=C1NC(N(C1=O)C1=C(C(=C(C#N)C=C1)F)F)=O